N1(CCC1)C(=O)N1[C@H]([C@H](C(C1)(F)F)NS(N(C)C)(=O)=O)CC=1C(=C(C=CC1)C1=CC(=CC(=C1)F)F)F N'-{(2S,3R)-1-(azetidine-1-carbonyl)-4,4-difluoro-2-[(2,3',5'-trifluoro[1,1'-biphenyl]-3-yl)methyl]pyrrolidin-3-yl}-N,N-dimethyl-sulfuric diamide